C1(CC1)CCN(C1=C2CN(C(C2=CC=C1)=O)C1C(NC(CC1)=O)=O)C1CCC(CC1)N(C)CCOC 3-(4-((2-cyclopropylethyl)((1r,4r)-4-((2-methoxyethyl)(methyl)amino)cyclohexyl)amino)-1-oxoisoindolin-2-yl)piperidine-2,6-dione